5-bromo-2-((6-cyclopropylpyridin-3-yl)methoxy)-3-fluoropyridine BrC=1C=C(C(=NC1)OCC=1C=NC(=CC1)C1CC1)F